8-methyl-6-(5-methyl-3,4-dihydro-2H-quinoxalin-1-yl)-2-[(2-methyl-1-oxo-3,4-dihydropyrrolo[1,2-a]pyrazin-7-yl)amino]pyrido[2,3-d]pyrimidin-7-one CN1C(C(=CC2=C1N=C(N=C2)NC=2C=C1N(CCN(C1=O)C)C2)N2CCNC1=C(C=CC=C21)C)=O